C=CCCC=C 1,5-hexadiene